ClC1=CC=C2CCN(CC2=C1)C(C(C)(C)O)=O 7-chloro-2-(2-hydroxy-2-methylpropionyl)-1,2,3,4-tetrahydroisoquinoline